ClC1=C(C=CC(=C1)C(F)(F)F)N1CCC(CC1)(C(=O)N[C@H](CNC)C)C=1C=CC(=NC1)C=1C(=NC=CC1)OC 1-[2-chloro-4-(trifluoromethyl)phenyl]-4-{2'-methoxy-[2,3'-bipyridine]-5-yl}-N-[(2S)-1-(methylamino)propan-2-yl]piperidine-4-carboxamide